BrC1=CC=C2C(=CC(NC2=C1)=O)Cl 7-Bromo-4-chloroquinolin-2(1H)-one